FC(OC1=CC=C(C=C1)C=1C=C(C=NC1)S(=O)(=O)N)(F)F 5-(4-(trifluoromethoxy)phenyl)pyridine-3-sulfonamide